6,7-dichloro-N'-(cyclopropanecarbonyl)-3-(1-(tetrahydro-2H-pyran-2-yl)-1H-pyrazol-4-yl)-1H-indole-2-carbohydrazide ClC1=CC=C2C(=C(NC2=C1Cl)C(=O)NNC(=O)C1CC1)C=1C=NN(C1)C1OCCCC1